ethyl 3-[3-[1-[9-[(4,6-difluoro-1H-indol-5-yl)oxy]-5,6-dihydroimidazo[2,1-a]isoquinolin-3-yl]ethyl]-2-fluoro-phenyl]propanoate FC1=C2C=CNC2=CC(=C1OC1=CC=C2CCN3C(C2=C1)=NC=C3C(C)C=3C(=C(C=CC3)CCC(=O)OCC)F)F